FC(C(C(C(C(C(C(C(S(=O)(=O)OS(=O)(=O)C(C(C(C(C(C(C(C(F)(F)F)(F)F)(F)F)(F)F)(F)F)(F)F)(F)F)(F)F)(F)F)(F)F)(F)F)(F)F)(F)F)(F)F)(F)F)(F)F heptadecafluorooctanesulfonic anhydride